hexanoic acid (1E,3S)-1-((1R,2R,3S,5R)-2-((2E)-7-(ethylamino)-7-oxohept-2-en-1-yl)-3,5-dihydroxycyclopentyl)-5-phenylpent-1-en-3-yl ester C(C)NC(CCC/C=C/C[C@@H]1[C@H]([C@@H](C[C@@H]1O)O)\C=C\[C@H](CCC1=CC=CC=C1)OC(CCCCC)=O)=O